(1R,2S,5S)-N-((S)-1-cyano-2-((S)-2-oxopyrrolidin-3-yl)ethyl)-6,6-dimethyl-3-(2-(piperidin-1-yl)acetyl)-3-azabicyclo[3.1.0]hexane-2-carboxamide C(#N)[C@H](C[C@H]1C(NCC1)=O)NC(=O)[C@@H]1[C@H]2C([C@H]2CN1C(CN1CCCCC1)=O)(C)C